NC1=NC=C(C2=C1C(=CN2C)C2=CC(=C(C=C2)C(=O)N2CCCC2)F)C#N 4-amino-3-(3-fluoro-4-(tetrahydropyrrole-1-carbonyl)phenyl)-1-methyl-1H-pyrrolo[3,2-c]pyridine-7-carbonitrile